tert-butyl 4-[1-[3,5-dimethoxy-4-(2,2,2-trifluoroethylcarbamoyl) phenyl]benzimidazol-5-yl]-3,6-dihydro-2H-pyridine-1-carboxylate COC=1C=C(C=C(C1C(NCC(F)(F)F)=O)OC)N1C=NC2=C1C=CC(=C2)C=2CCN(CC2)C(=O)OC(C)(C)C